FC1=CC2=C(N(C=N2)C2=CC=C(C(=N2)N2N=C(C=C2C)C#N)C(C)O)C=C1NC1=C(C(=C(C=C1)F)F)F 1-[6-[5-fluoro-6-(2,3,4-trifluoroanilino)benzimidazol-1-yl]-3-(1-hydroxyethyl)-2-pyridyl]-5-methyl-pyrazole-3-carbonitrile